furoxan O1[N+]([O-])=CC=N1